N1CNCCC1 hexahydro-1,3,3-triazine